copper-lead zinc [Zn].[Pb].[Cu]